C1(=CC=CC=C1)NC(=O)NS(=O)(=O)NC1=CC=CC=C1 N-phenyl-N'-[(anilino)sulfonyl]urea